FC1=C(C=C(C=C1)F)[C@@H]1C[C@@H](C=2N1N=C(N2)S(=O)(=O)C(F)(F)F)F (5s,7s)-5-(2,5-difluorophenyl)-7-fluoro-2-(trifluoromethylsulfonyl)-6,7-dihydro-5H-pyrrolo[1,2-b][1,2,4]triazole